benzo[b]thiophene-6-carboxylate S1C2=C(C=C1)C=CC(=C2)C(=O)[O-]